C(C)(C)(C)OC(=O)N(C)CC1CCN(C2=CC=CC=C12)C(=O)OC(C)(C)C tert-butyl 4-(((tert-butoxycarbonyl)(methyl)amino)methyl)-3,4-dihydroquinoline-1(2H)-carboxylate